3-[1-methyl-6-[4-[[(6R,7S)-6-methyl-2-azaspiro[3.5]nonan-7-yl]oxy]-1-piperidyl]indazol-3-yl]piperidine-2,6-dione CN1N=C(C2=CC=C(C=C12)N1CCC(CC1)O[C@@H]1[C@@H](CC2(CNC2)CC1)C)C1C(NC(CC1)=O)=O